tri(triphenylphosphine) nickel [Ni].C1(=CC=CC=C1)P(C1=CC=CC=C1)C1=CC=CC=C1.C1(=CC=CC=C1)P(C1=CC=CC=C1)C1=CC=CC=C1.C1(=CC=CC=C1)P(C1=CC=CC=C1)C1=CC=CC=C1